N1(C=NC=C1)[C@@H](C=1C=C(C=CC1)N1C(C2=CC(=CC(=C2C1)C(F)(F)F)CNC1(CCC1)C)=O)C1=NN=CN1C (S)-2-(3-((1H-imidazol-1-yl)(4-methyl-4H-1,2,4-triazol-3-yl)methyl)phenyl)-6-(((1-methylcyclobutyl)amino)methyl)-4-(trifluoromethyl)isoindolin-1-one